FC(C)(C)C1=NN=C(O1)C(=O)N1[C@@H](C2=C(CC1)NC=N2)C2=NN1C(C(=CC=C1)OC(F)(F)F)=C2 (S)-(5-(2-fluoropropan-2-yl)-1,3,4-oxadiazol-2-yl)(4-(4-(trifluoromethoxy)pyrazolo[1,5-a]pyridin-2-yl)-6,7-dihydro-1H-imidazo[4,5-c]pyridin-5(4H)-yl)methanone